2-(6-fluoropyridin-3-yl)pyrimidin-4-amine FC1=CC=C(C=N1)C1=NC=CC(=N1)N